6-(2,6-Dichloro-4-(2,5-dimethyl-1H-pyrrol-1-yl)phenoxy)-2-(1-phenylethyl)pyridazin-3(2H)-one ClC1=C(OC=2C=CC(N(N2)C(C)C2=CC=CC=C2)=O)C(=CC(=C1)N1C(=CC=C1C)C)Cl